7-methoxy-1,9-dimethyl-6-(pyrrolidine-1-yl)-9H-pyrido[3,4-b]indole COC1=C(C=C2C3=C(N(C2=C1)C)C(=NC=C3)C)N3CCCC3